Cl.C(CCCCCCCCCCCCCCCCCC)C=1N(C=CN1)CCCCCCCCCCCCCCCCCC 2-nonadecyl-1-octadecylimidazole hydrochloride